benzodioxine O1C=COC2=C1C=CC=C2